FC1=CC=C(C=C1)N1N=C(C=C1C(F)(F)F)C(=O)Cl 1-(4-Fluorophenyl)-5-(trifluoromethyl)-1H-pyrazole-3-carbonyl chloride